CN1CC(CC(C1)C)C=1SC2=C(N1)C=C(C=C2)[C@@H]2N(C[C@H](CC2)C)C(=O)OC(C)(C)C (2R,5S)-tert-butyl 2-(2-(1,5-dimethylpiperidin-3-yl)benzo[d]thiazol-5-yl)-5-methylpiperidine-1-carboxylate